(S)-1-(2-ethynylmorpholino)ethan-1-one C(#C)[C@@H]1OCCN(C1)C(C)=O